CN(C(OC(C)(C)C)=O)C(C(C1=CC=CC=C1)=O)C(C)C tert-Butyl methyl(3-methyl-1-oxo-1-phenylbutan-2-yl)carbamate